C(C)OC(=O)C=1C=NN(C1C1=CC(=CC=C1)[N+](=O)[O-])C 1-methyl-5-(3-nitrophenyl)pyrazole-4-carboxylic acid ethyl ester